NC=1C2=C(N=CN1)N(C=C2C=2C=C(C=CC2)CCS(=O)(=O)N)[C@@H]2C[C@@H](C2)CN2CCC2 2-(3-(4-amino-7-(cis-3-(azetidin-1-ylmethyl)cyclobutyl)-7H-pyrrolo[2,3-d]pyrimidin-5-yl)phenyl)ethanesulfonamide